FC1=CC=C(C=C1)C1=NN(C=C1C=1C2=C(N=CN1)OC(=N2)C2=CC=C(C=C2)N2CCN(CC2)C)CCCO[Si](C(C)C)(C(C)C)C(C)C 7-(3-(4-fluorophenyl)-1-(3-((triisopropylsilyl)oxy)propyl)-1H-pyrazol-4-yl)-2-(4-(4-methylpiperazin-1-yl)phenyl)oxazolo[5,4-d]pyrimidine